ClC1=C(N)C=CC(=C1F)C(F)(F)F 2-chloro-3-fluoro-4-(trifluoromethyl)aniline